5-[1-hydroxy-3H-[1,2]oxaborolo[4,3-c]pyridin-4-yl]-8-thia-5-azatricyclo[7.4.0.0^[2,7]]trideca-1(9),2(7)-dien-6-one OB1OCC=2C(=NC=CC21)N2CCC=1C=3CCCCC3SC1C2=O